7-bromo-6-chloro-8-fluoro-2-(((2R,7aS)-2-fluorotetrahydro-1H-pyrrolizin-7a(5H)-yl)methoxy)-4-(2,2,2-trifluoroethoxy)quinazoline BrC1=C(C=C2C(=NC(=NC2=C1F)OC[C@]12CCCN2C[C@@H](C1)F)OCC(F)(F)F)Cl